C(CCCCCCCC)C=1C(=C(C2=CC=CC=C2C1)S(=O)(=O)[O-])CCCCCCCCC.[Ca+2].C(CCCCCCCC)C=1C(=C(C2=CC=CC=C2C1)S(=O)(=O)[O-])CCCCCCCCC calcium dinonyl-naphthalenesulfonate salt